C(#N)C=1C(=C(N(C1)C)C(=O)NC=1C=C2C(=NNC2=CC1)C=1C=NOC1)C 4-cyano-N-(3-(isoxazol-4-yl)-1H-indazol-5-yl)-1,3-dimethyl-1H-pyrrole-2-carboxamide